C(#N)N(C(=O)C=1N=C(SC1C)NC1=CC(=CC(=C1)F)F)C1(CCCC1)C N-cyano-(3,5-difluoro-anilino)-5-methyl-N-(1-methylcyclopentyl)thiazole-4-carboxamide